FC(O)[C@H](O)[C@@H](O)[C@H](O)[C@H](O)CO fluoro-D-sorbitol